BrC1=CC(=C(C=C1OC)NC(=S)C1CC(C1)C(=O)OC)I (1R,3R)-methyl 3-((4-bromo-2-iodo-5-methoxyphenyl)carbamothioyl)cyclobutanecarboxylate